BrC1=C(C=C(C=C1)[C@H](C)N)OC (S)-1-(4-bromo-3-methoxyphenyl)ethan-1-amine